BrC=1NC2=CC(=CC(=C2C1)C1CC1)C(=O)N1[C@@H](C2=CC=CC=C2CC1)C (R)-(2-bromo-4-cyclopropyl-1H-indol-6-yl)(1-methyl-3,4-dihydroisoquinolin-2(1H)-yl)methanone